C(C)(=O)OC1CN(CC1)CC1=CC=C(C=C1)OC 1-[(4-methoxyphenyl)methyl]pyrrolidin-3-yl acetate